2-[1-[[5-[4-(5-chlorooxazolo[4,5-b]pyridin-2-yl)piperazine-1-carbonyl]-3-methyl-2-pyridyl]oxymethyl]cyclopropyl]acetonitrile ClC1=CC=C2C(=N1)N=C(O2)N2CCN(CC2)C(=O)C=2C=C(C(=NC2)OCC2(CC2)CC#N)C